4-cyano-N-[2-cyano-5-[[2,6-dichloro-4-[1,2,2,3,3,3-hexafluoro-1-(tri-fluoromethyl)propyl]phenyl]carbamoyl]phenyl]-2-methyl-benzamide C(#N)C1=CC(=C(C(=O)NC2=C(C=CC(=C2)C(NC2=C(C=C(C=C2Cl)C(C(C(F)(F)F)(F)F)(C(F)(F)F)F)Cl)=O)C#N)C=C1)C